CC1=CC=C(C=C1)S(=O)(=O)N1C(=CC=C1)CC1=CNC2=CC=CC=C12 3-(1-p-toluenesulfonyl-pyrrol-2-ylmethyl)indole